2-[(4-methoxyphenyl) amino]Ethyl acetate C(C)(=O)OCCNC1=CC=C(C=C1)OC